2-bromo-5-chloro-pyrazolo[1,5-a]pyrimidine-3-carbonitrile BrC1=NN2C(N=C(C=C2)Cl)=C1C#N